tert-Butyl (2R,4R)-4-hydroxy-2-(hydroxymethyl)pyrrolidin-1-carboxylate O[C@@H]1C[C@@H](N(C1)C(=O)OC(C)(C)C)CO